(R,Z)-3-((5-(bicyclo[1.1.1]pentan-1-yl)-3-butyl-2,7-dimethyl-1,1-dioxido-2,3,4,5-tetrahydrobenzo[f][1,2,5]thiadiazepin-8-yl)oxy)-2-fluoroacrylic acid C12(CC(C1)C2)N2C[C@H](N(S(C1=C2C=C(C(=C1)O\C=C(\C(=O)O)/F)C)(=O)=O)C)CCCC